FC1=NC(=CC(=C1)NC1=CC2=C(C(=N1)C(=O)NCC(C)(C)C)OC(O2)C)F 6-[(2,6-difluoro-4-pyridyl)amino]-N-(2,2-dimethylpropyl)-2-methyl-[1,3]dioxolo[4,5-c]pyridine-4-carboxamide